4-(3,5-difluorophenyl)-2-methyl-4-oxobutanoic acid FC=1C=C(C=C(C1)F)C(CC(C(=O)O)C)=O